ClC=1C=NC(=C(C(=O)NC2CCC(CC2)CN2C(C(C3=CC=CC=C23)(O)C2=C(C=C(C=C2)OC)F)=O)C1)C(F)(F)F 5-chloro-N-((1r,4r)-4-((3-(2-fluoro-4-methoxyphenyl)-3-hydroxy-2-oxoindolin-1-yl)methyl)cyclohexyl)-2-(trifluoromethyl)nicotinamide